[1]benzazocine N1=CC=CC=CC2=C1C=CC=C2